CCCCCCCCCCCCCC(=O)O[C@H](COC(=O)CCC/C=C\C/C=C\C/C=C\C/C=C\CCCCC)COP(=O)([O-])OCC[N+](C)(C)C 1-(5Z,8Z,11Z,14Z-eicosatetraenoyl)-2-tetradecanoyl-glycero-3-phosphocholine